1-[5-(3-aminoisoquinolin-7-yl)-4-methylpyridin-2-yl]propan-1-one NC=1N=CC2=CC(=CC=C2C1)C=1C(=CC(=NC1)C(CC)=O)C